CN(CCN(C1=NC(=C(C=C1NC(C=C)=O)NC1=NC=CC(=N1)N1CC2(C3=NC(=CC=C31)C)CCC2)OC)C)C N-(2-((2-(dimethylamino)ethyl)(methyl)amino)-6-methoxy-5-((4-(5'-methylspiro[cyclobutane-1,3'-pyrrolo[3,2-b]pyridin]-1'(2'H)-yl)pyrimidin-2-yl)amino)pyridin-3-yl)acrylamide